OC1CC(NC1)C(=O)N[C@H](C)C1=CC=C(C=C1)C1=C(N=CS1)C 4-hydroxy-N-((R)-1-(4-(4-methylthiazol-5-yl)phenyl)ethyl)pyrrolidine-2-carboxamide